O1COC2=C1C=CC(=C2)C(NC(NC(COC(N(CC=2SC=CC2)CC=2SC=CC2)=O)CCCC)=O)CC(=O)[O-] 10-(1,3-benzodioxol-5-yl)-6-butyl-3,8-dioxo-1-(2-thienyl)-2-(2-thienylmethyl)-4-oxa-2,7,9-triazadodecan-12-oate